NC=1C=C(C=CC1OC(F)(F)F)S(=O)(=O)NC(CN1CCNCC1)C1=CC=C(C=C1)Cl 3-amino-N-(1-(4-chlorophenyl)-2-(piperazin-1-yl)ethyl)-4-(trifluoromethoxy)benzenesulfonamide